[O-]S(=O)(=O)C(F)(F)F.C1(=CC=CC=C1)[I+]C1=C(C=C(C=C1C)C)C phenyl-(mesityl)iodonium triflate